C(#N)C1=C(C=CC=C1)N(C(C(=C)C)=O)C N-(2-cyanophenyl)-N-methyl-methacrylamide